CNC1CCN(CC1)CC1=C(C=C(C=C1)C(F)(F)F)N1CCCC1 N-methyl-1-(2-(pyrrolidin-1-yl)-4-(trifluoromethyl)benzyl)piperidin-4-amine